C([C@H]([C@H]([C@H](C=O)OP(=O)(O)O)O)O)O phosphoribose